ethyl-butyl-ethyl-butyl-ethyl-3-methyl-ethyl-methyl-butyl-3-ethyl-imidazolium C(C)C(C(C(C1=NC(=C([N+]1(CC)C)C)CC)(CC)CCCC)(CC)CCCC)C